4-(5-((1-((3-Fluorobenzyl)amino)-2-methyl-1-oxopropan-2-yl)thio)-1H-tetrazol-1-yl)benzoic acid FC=1C=C(CNC(C(C)(C)SC2=NN=NN2C2=CC=C(C(=O)O)C=C2)=O)C=CC1